7-(1-Benzenesulfinylaminoethyl)-3-(3,5-dichlorophenyl)-1H-indole-2-carboxylic acid C1(=CC=CC=C1)S(=O)NC(C)C=1C=CC=C2C(=C(NC12)C(=O)O)C1=CC(=CC(=C1)Cl)Cl